Methyl 3-((2-((S)-2,2-dicyclopropyl-1-(1-ethyl-1H-pyrazole-5-carboxamido)ethyl)imidazo[1,2-b]pyridazin-6-yl)methyl)-5-(difluoromethyl)-2-oxopiperidine-3-carboxylate C1(CC1)C([C@H](NC(=O)C1=CC=NN1CC)C=1N=C2N(N=C(C=C2)CC2(C(NCC(C2)C(F)F)=O)C(=O)OC)C1)C1CC1